C(#N)C=1C=CC(=NC1)N1CCN(CC1)C1=CC=C(C=C1)NC(C1=CC=C(C=C1)OCCOCCF)=O N-(4-(4-(5-Cyanopyridin-2-yl)piperazin-1-yl)phenyl)-4-(2-(2-fluoroethoxy)ethoxy)benzamid